ClC1=C2C=CNC2=CC=C1OC(C)C 4-chloro-5-isopropoxy-1H-indole